ClC1=CC(=C(C=C1)O)NC=1N=CN(C1)C 4-chloro-2-((1-methyl-1H-imidazol-4-yl)amino)phenol